3,4,5-Tris(octadecyloxy)benzylsuccinate C(CCCCCCCCCCCCCCCCC)OC=1C=C(CC(C(=O)[O-])CC(=O)[O-])C=C(C1OCCCCCCCCCCCCCCCCCC)OCCCCCCCCCCCCCCCCCC